N-(5-CYANO-6-(2H-1,2,3-TRIAZOL-2-YL)PYRIDIN-3-YL)-4-CYCLOPROPYL-3-(1,4-DIMETHYL-1H-PYRAZOL-3-YL)ISOTHIAZOLE-5-CARBOXAMIDE C(#N)C=1C=C(C=NC1N1N=CC=N1)NC(=O)C1=C(C(=NS1)C1=NN(C=C1C)C)C1CC1